((1S,6R,7R)-3-(5-((4-chloro-2-methyl-2H-indazol-5-yl)thio)pyrazin-2-yl)-7-(2-fluorophenyl)-3-azabicyclo[4.1.0]heptan-7-yl)methanamine ClC=1C2=CN(N=C2C=CC1SC=1N=CC(=NC1)N1C[C@@H]2[C@]([C@@H]2CC1)(C1=C(C=CC=C1)F)CN)C